(R)-1-(3-(3-methyl-4-(isobutyryl)piperazine-1-carbonyl)-4-fluorobenzyl)quinazoline-2,4(1H,3H)-dione C[C@@H]1CN(CCN1C(C(C)C)=O)C(=O)C=1C=C(CN2C(NC(C3=CC=CC=C23)=O)=O)C=CC1F